FC1=C(C(=O)OC)C=C(C=C1)N methyl 2-fluoro-5-aminobenzoate